(S)-methyl 4-(2-(2-((tert-butyldiphenylsilyl)oxy)ethyl)-4-((4'-chloro-4,4-dimethyl-3,4,5,6-tetrahydro-[1,1'-biphenyl]-2-yl)methyl)piperazin-1-yl)benzoate [Si](C1=CC=CC=C1)(C1=CC=CC=C1)(C(C)(C)C)OCC[C@@H]1N(CCN(C1)CC1=C(CCC(C1)(C)C)C1=CC=C(C=C1)Cl)C1=CC=C(C(=O)OC)C=C1